O1C(=CC=C1)C(C=O)CC 2-(FURAN-2-YL)BUTANAL